N1(CCC1)CCN(C1=C(C=C(C(=C1)OC)NC1=NC=C(C(=N1)NC1=C(C=C(C=C1)C)N(S(=O)(=O)C)C)Cl)NC(C=C)=O)C N-(2-((2-(azetidin-1-yl)ethyl)(methyl)amino)-5-((5-chloro-4-((4-methyl-2-(N-methylmethylsulfonamido)phenyl)amino)pyrimidin-2-yl)amino)-4-methoxyphenyl)acrylamide